N-((2S)-1,1-dicyclopropyl-3-oxo-3-((2-((S)-2-oxo-4-(trifluoromethyl)imidazolidin-1-yl)-2,3-dihydro-1H-inden-5-yl)amino)propan-2-yl)-1-isopropyl-1H-pyrazole-5-carboxamide C1(CC1)C([C@@H](C(NC=1C=C2CC(CC2=CC1)N1C(N[C@@H](C1)C(F)(F)F)=O)=O)NC(=O)C1=CC=NN1C(C)C)C1CC1